CC1(NC(NC2=CC=CC=C12)=O)CNC(COC=1C=C2CCC(NC2=CC1)=O)=O N-((4-methyl-2-oxo-1,2,3,4-tetrahydroquinazolin-4-yl)methyl)-2-((2-oxo-1,2,3,4-tetrahydroquinolin-6-yl)oxy)acetamide